4-((3-chloro-5-(4-chlorophenoxy)benzyl)oxy)piperidine ClC=1C=C(COC2CCNCC2)C=C(C1)OC1=CC=C(C=C1)Cl